tertbutyl 4-[[5-(3,6-dihydro-2H-pyran-4-yl)-2-nitro-3-pyridyl]amino]piperidine-1-carboxylate O1CCC(=CC1)C=1C=C(C(=NC1)[N+](=O)[O-])NC1CCN(CC1)C(=O)OC(C)(C)C